COC1=CNC2=NC=C(C=C21)OC=2C(=C1C(=NC2)N=C(N1C)NC=1C(N(C=C(C1)C(F)(F)F)C)=O)C#N 6-((3-methoxy-1H-pyrrolo[2,3-b]pyridin-5-yl)oxy)-1-methyl-2-((1-methyl-2-oxo-5-(trifluoromethyl)-1,2-dihydropyridin-3-yl)amino)-1H-imidazo[4,5-b]pyridine-7-carbonitrile